(rac)-(6-(3-cyclopropylbenzyl)-2-azaspiro[3.4]oct-2-yl)((1s,3s)-3-hydroxy-3-methylcyclobutyl)methanone C1(CC1)C=1C=C(C[C@@H]2CC3(CN(C3)C(=O)C3CC(C3)(C)O)CC2)C=CC1 |r|